3-((Trifluoromethyl)sulfinyl)-1H-indole FC(S(=O)C1=CNC2=CC=CC=C12)(F)F